N-(2-(2-iodoacetamido)ethyl)-5-((3aS,6aR)-2-oxohexahydro-1H-thieno[3,4-d]imidazol-4-yl)pentanamide ICC(=O)NCCNC(CCCCC1SC[C@@H]2NC(N[C@@H]21)=O)=O